N-[1-[5-chloro-2-(3-fluoro-4-morpholino-anilino)pyrimidin-4-yl]indol-5-yl]prop-2-enamide ClC=1C(=NC(=NC1)NC1=CC(=C(C=C1)N1CCOCC1)F)N1C=CC2=CC(=CC=C12)NC(C=C)=O